FC1=C(C=CC(=C1)N1CC(CCC1)(CCC1=CC(=CC=C1)C(F)(F)F)N(CC1CN(CC1)C)C)S(=O)(=O)NC1=NC=NC=C1 2-fluoro-4-(3-(methyl((1-methylpyrrolidin-3-yl)methyl)amino)-3-(3-(trifluoromethyl)-phenethyl)piperidin-1-yl)-N-(pyrimidin-4-yl)benzenesulfonamide